tert-butyl 7-((2-morpholinopyridin-4-yl) amino)-3,4-dihydro-2,6-naphthyridine-2(1H)-carboxylate O1CCN(CC1)C1=NC=CC(=C1)NC1=NC=C2CCN(CC2=C1)C(=O)OC(C)(C)C